[V].[Ce].[Cu] copper cerium vanadium